C(C)(C)C1=C(CC(C(C1)C(=O)O)C(=O)O)C(C)C diisopropyl-4-cyclohexene-1,2-dicarboxylic acid